5-chloro-4-{5-fluoro-3-[(5-fluoropyridin-3-yl)methoxy]pyridin-2-yl}thiophene-2-carboxylic acid ClC1=C(C=C(S1)C(=O)O)C1=NC=C(C=C1OCC=1C=NC=C(C1)F)F